4-(5,6-diamino-2-pyridinyl)piperazine-1-carboxylic acid tert-butyl ester C(C)(C)(C)OC(=O)N1CCN(CC1)C1=NC(=C(C=C1)N)N